OCCN1N=C(C=C1)C=1C(=C2C(=NC1)NC=C2)N[C@H]2CN(CCC2)C(CC#N)=O (R)-3-(3-((5-(1-(2-hydroxyethyl)-1H-pyrazol-3-yl)-1H-pyrrolo[2,3-b]pyridin-4-yl)amino)piperidin-1-yl)-3-oxopropanenitrile